2-(2-morpholinoethoxy)ethan-1-amine O1CCN(CC1)CCOCCN